1-(1H-indol-3-yl)-N-methylmethanamine N1C=C(C2=CC=CC=C12)CNC